BrC1=NN(C(=C1)Br)CC(=O)O 2-(3,5-dibromo-1H-pyrazol-1-yl)acetic acid